4-[[(2S,3R,4S,5S)-3-(3,4-Difluoro-2-vinyl-phenyl)-4,5-dimethyl-5-(trifluoromethyl)tetrahydrofuran-2-carbonyl]amino]pyridin-2-carboxamid FC=1C(=C(C=CC1F)[C@@H]1[C@H](O[C@@]([C@H]1C)(C(F)(F)F)C)C(=O)NC1=CC(=NC=C1)C(=O)N)C=C